O=C1N(CCC(N1)=O)C1=NN(C2=CC(=CC=C12)C1CCN(CC1)CC1=CC=C(C=C1)C1=NN2C(N=CC=C2C2=CC(=C(C=C2)CNC(OC(C)(C)C)=O)F)=C1)C tert-butyl N-[[4-[2-[4-[[4-[3-(2,4-dioxohexahydropyrimidin-1-yl)-1-methyl-indazol-6-yl]-1-piperidyl]methyl]phenyl]pyrazolo[1,5-a]pyrimidin-7-yl]-2-fluoro-phenyl]methyl]carbamate